2,3,4,5-tetrahydroxyhexane-1,6-dioic acid OC(C(=O)O)C(C(C(C(=O)O)O)O)O